CC1=NC=CC(=C1C=1C=C2C(=NC1)NC=C2C2=CC=1N(C=C2)N=CC1C=1C=NC=CC1)C 5-(2,4-dimethylpyridin-3-yl)-3-(3-(pyridin-3-yl)pyrazolo[1,5-a]pyridin-5-yl)-1H-pyrrolo[2,3-b]pyridine